(1S,3S)-N1-(5,6-dimethylpyrazin-2-yl)-N3-(5-iodopyridin-2-yl)cyclopentane-1,3-diamine CC=1N=CC(=NC1C)N[C@@H]1C[C@H](CC1)NC1=NC=C(C=C1)I